C(C=C)[C@]1([C@H](N(CC1OCC1=CC=C(C=C1)OC)C(=O)OC(C)(C)C)C(=O)OC)CCCBr 1-(tert-butyl) 2-methyl (2S,3S)-3-allyl-3-(3-bromopropyl)-4-((4-methoxybenzyl)oxy)pyrrolidine-1,2-dicarboxylate